C(#N)C1=CC(=C(COC2=CC=CC(=N2)N2CC3=C(C2)CN(C3)CC3=NC2=C(N3CC3COC3)C=C(C=C2)C(=O)OC)C=C1)F methyl 2-((5-(6-((4-cyano-2-fluorobenzyl)oxy)pyridin-2-yl)-3,4,5,6-tetrahydropyrrolo[3,4-c]pyrrol-2(1H)-yl)methyl)-1-(oxetan-3-ylmethyl)-1H-benzo[d]imidazole-6-carboxylate